(S)-3-((2-(5-(2-(diisopropylcarbamoyl)-4-fluorophenoxy)pyrimidin-4-yl)-2,7-diazaspiro[3.5]nonan-7-yl)methyl)pyrrolidine-1-carboxylic acid tert-butyl ester C(C)(C)(C)OC(=O)N1C[C@@H](CC1)CN1CCC2(CN(C2)C2=NC=NC=C2OC2=C(C=C(C=C2)F)C(N(C(C)C)C(C)C)=O)CC1